Cyclopropanyl (4-fluorophenyl) ketone FC1=CC=C(C=C1)C(=O)C1CC1